(S)-1-[(S)-3-Methyl-1-({4-[(1-methyl-1H-imidazol-2-yl)methyl]-1-piperidyl}carbonyl)butyl]-4-[(p-fluorophenyl)meth-yl]-3-isobutyl-2-piperazinone CC(C[C@@H](C(=O)N1CCC(CC1)CC=1N(C=CN1)C)N1C([C@@H](N(CC1)CC1=CC=C(C=C1)F)CC(C)C)=O)C